COC=1C(=CC=2C(N1)=NN(C2)C)NC(=O)N2CCC=1C2=NC=CC1N1CCNC2(CC2)C1 N-(6-methoxy-2-methyl-2H-pyrazolo[3,4-b]pyridin-5-yl)-4-(4,7-diazaspiro[2.5]octan-7-yl)-2,3-dihydro-1H-pyrrolo[2,3-b]pyridine-1-carboxamide